1-heptyl-2-ethylpiperidinium methanesulfonate CS(=O)(=O)[O-].C(CCCCCC)[NH+]1C(CCCC1)CC